1-cyclobutyl-4-((5-(pyridin-2-yl)-1,3,4-thiadiazol-2-yl)methyl)-1,4-dihydropyrazine-2,3-dione C1(CCC1)N1C(C(N(C=C1)CC=1SC(=NN1)C1=NC=CC=C1)=O)=O